8-[2,6-difluoro-4-[5-methyl-3-(2-methyl-4-pyridyl)-1H-pyrazol-4-yl]phenyl]-2,8-diazaspiro[4.5]decan-3-one FC1=C(C(=CC(=C1)C=1C(=NNC1C)C1=CC(=NC=C1)C)F)N1CCC2(CC(NC2)=O)CC1